N-(2-(p-tolylethynyl)-4-(trifluoromethyl)phenyl)acetamide C1(=CC=C(C=C1)C#CC1=C(C=CC(=C1)C(F)(F)F)NC(C)=O)C